2,4-Dimethyl-N-{(1S)-1-(4-methylcyclohexyl)-2-oxo-2-[(2-oxospiro[1H-pyrrolo[3,2-c]-pyridine-3,4'-oxane]-6-yl)-amino]ethyl}pyrazole-3-carboxamide CN1N=CC(=C1C(=O)N[C@H](C(NC1=CC2=C(C=N1)C1(CCOCC1)C(N2)=O)=O)C2CCC(CC2)C)C